ClC1=CC=C2C(=C(NC2=C1C=1C(=NN(C1C)C)C)C(=O)OC(C)(C)C)CCCOS(=O)(=O)C tert-butyl 6-chloro-3-(3-((methylsulfonyl)oxy)propyl)-7-(1,3,5-trimethyl-1H-pyrazol-4-yl)-1H-indole-2-carboxylate